N-(5-(5-chloro-6-fluoro-7-(2,2,2-trifluoro-1-hydroxyethyl)-1H-indazol-4-yl)pyrazolo[1,5-a]pyridin-2-yl)-2-fluorocyclopropane-1-carboxamide ClC=1C(=C2C=NNC2=C(C1F)C(C(F)(F)F)O)C1=CC=2N(C=C1)N=C(C2)NC(=O)C2C(C2)F